ClC1=C(C=CC=C1)CNC1CCC(CC1)(CC#N)N1N=C(C(=C1)C(=O)N)NC(=O)C1CC1 1-[4-[(2-chlorophenyl)methylamino]-1-(cyanomethyl)cyclohexyl]-3-(cyclopropanecarbonylamino)pyrazole-4-carboxamide